N,1-dimethyl-1H-indole-6-carboxamide CNC(=O)C1=CC=C2C=CN(C2=C1)C